1-(3-(4,4,5,5-Tetramethyl-1,3,2-dioxaborolan-2-yl)phenoxy)propan-2-one CC1(OB(OC1(C)C)C=1C=C(OCC(C)=O)C=CC1)C